2,5-di(pyridin-2-yl)pyrazine N1=C(C=CC=C1)C1=NC=C(N=C1)C1=NC=CC=C1